tert-butyl 3-{[(1S)-1-(4-bromophenyl)-2,2,2-trifluoroethyl](methyl)carbamoyl}pyrrolidine-1-carboxylate BrC1=CC=C(C=C1)[C@@H](C(F)(F)F)N(C(=O)C1CN(CC1)C(=O)OC(C)(C)C)C